6-bromo-2-(2,2-difluoroethyl)-8-methoxy-3,4-dihydroisoquinolin-1-one BrC=1C=C2CCN(C(C2=C(C1)OC)=O)CC(F)F